bis-(4-phenoxyphenyl)-carbonate O(C1=CC=CC=C1)C1=CC=C(C=C1)OC(OC1=CC=C(C=C1)OC1=CC=CC=C1)=O